ClC=1C(=C2C=NNC2=C(C1F)C(OC)C1CC1)C=1N=CC=2N(C1)C=C(N2)NC(=O)C2C(C2)F N-(6-(5-chloro-7-(cyclopropyl(methoxy)methyl)-6-fluoro-1H-indazol-4-yl)imidazo[1,2-a]pyrazin-2-yl)-2-fluorocyclopropane-1-carboxamide